CS(=O)(=O)OC(C)C1=C(C=NC=C1)CCNC(=O)OC(C)(C)C 1-(3-(2-((tert-butoxycarbonyl)amino)ethyl)pyridin-4-yl)ethyl methanesulfonate